O.CN1N=C(C(=C1)C)[C@@H](C1(CCCC1)C)NC1=C(C(C1=O)=O)NC1=C(C(=NC=C1)C(=O)N(C)C)O (R)-4-((2-(((1,4-dimethyl-1H-pyrazol-3-yl)(1-methylcyclopentyl)methyl)amino)-3,4-dioxocyclobut-1-en-1-yl)amino)-3-hydroxy-N,N-dimethylpicolinamide monohydrate